N-[3-(1,1-difluoroethyl)phenyl]-2-[4-(difluoromethoxy)-3-phenyl-phenyl]-4-methyl-pyrimidine-5-carboxamide FC(C)(F)C=1C=C(C=CC1)NC(=O)C=1C(=NC(=NC1)C1=CC(=C(C=C1)OC(F)F)C1=CC=CC=C1)C